(S)-6-fluoro-7-((4-((2-hydroxy-1-phenylethyl)amino)-5-(3-(quinuclidin-4-yl)-1,2,4-oxadiazol-5-yl)pyridin-2-yl)amino)-3,4-dihydro-1H,10H-[1,3,4]oxadiazino[4,3-a]indazol-10-one FC1=C(C=CC=2C(N3N(C12)CCOC3)=O)NC3=NC=C(C(=C3)N[C@H](CO)C3=CC=CC=C3)C3=NC(=NO3)C31CCN(CC3)CC1